C(C)(C)(C)OC(=O)N1[C@@H](CCCC1)C=1NC(=C(N1)C1=CC=C(C=C1)C(NC1=NC=C(C=C1)C)=O)C(=O)OCC (S)-2-(5-(ethoxycarbonyl)-4-(4-((5-methylpyridin-2-yl)carbamoyl)phenyl)-1H-imidazol-2-yl)piperidine-1-carboxylic acid tert-butyl ester